6-(1,4-diazepan-1-yl)-2-[(2R)-3-(3,4-dihydro-1H-isoquinolin-2-yl)-2-hydroxy-propyl]-3,4-dihydroisoquinolin-1-one N1(CCNCCC1)C=1C=C2CCN(C(C2=CC1)=O)C[C@@H](CN1CC2=CC=CC=C2CC1)O